CC1N=COC1C 4,5-dimethyl-oxazoline